Cl.C[C@H]1[C@@H](NCCO1)C (2S,3S)-2,3-dimethylmorpholine hydrochloride